NC1=C(N=C2N1C=CC(=C2Br)C)C(=O)NCCC 3-amino-8-bromo-7-methyl-N-propylimidazo[1,2-a]pyridine-2-carboxamide